BrC1=C(C(=CC=C1)Cl)C1=CC=2NC(N(C(C2S1)=O)C1=CN=CC2=CC=CC=C12)=O 6-(2-bromo-6-chloro-phenyl)-3-(4-isoquinolyl)-1H-thieno[3,2-d]pyrimidine-2,4-dione